CC(C)OC(C1=CC(=C(C=C1)Cl)Br)=O 3-bromo-4-chlorobenzoic acid propan-2-yl ester